FC=1C(=C(C=CC1)C1(CC1)C#N)NC1=CC=NN1C (3-fluoro-2-((1-methyl-1H-pyrazol-5-yl)amino)phenyl)cyclopropane-1-carbonitrile